FC1=CC=C(OC2=CC=C(C=N2)S(=O)(=O)N2[C@H]([C@@H]3CC[C@H](C2)N3C(=O)N3CCN(CC3)C)C(=O)NO)C=C1 (1S,2R,5R)-3-((6-(4-fluorophenoxy)pyridin-3-yl)sulfonyl)-N-hydroxy-8-(4-methylpiperazine-1-carbonyl)-3,8-diazabicyclo[3.2.1]octane-2-carboxamide